C(=CC)C1=C(C=CC=C1)C1=CC=C(C(=O)C2=CC=C(C=C2)C2=C(C=CC=C2)C=CC)C=C1 4,4'-bis[2-(1-propenyl)phenyl]-benzophenone